[Cl-].C(C)OC(C(=C)C)=O.C[NH+](C)C trimethylammonium ETHYL-METHACRYLATE chloride